C1=C(C=CC=2SC3=C(C21)C=CC=C3)C=3C=C(C=C(C3)C3=CC2=C(SC1=C2C=CC=C1)C=C3)N3C1=CC=CC=C1C=1C=CC=CC31 9-(3,5-bis(2-dibenzothiophenyl)phenyl)-9H-carbazole